2,6-di-tert-butyl-4-methylphenylcyclohexyl-pentaerythritol diphosphite OP(O)OP(O)O.C(C)(C)(C)C1=C(C(=CC(=C1)C)C(C)(C)C)C(O)(C(CO)(CO)CO)C1CCCCC1